6-[5-bromo-1-(4-chloro-phenyl)-7-fluoro-1-hydroxy-3-oxo-1,3-dihydro-isoindol-2-ylmethyl]-nicotinonitrile BrC=1C=C2C(N(C(C2=C(C1)F)(O)C1=CC=C(C=C1)Cl)CC1=NC=C(C#N)C=C1)=O